NCC=1C=C(C=CC1)N1N=C(C=C1C(=O)NC1=CC(=CC=C1)CC1=CC(=CC=C1)O)C(F)(F)F 1-(3-(aminomethyl)phenyl)-N-(3-(3-hydroxybenzyl)phenyl)-3-(trifluoromethyl)-1H-pyrazole-5-carboxamide